BrC=1C=C(CNC2=C3N=CN(C3=NC(=N2)Cl)C[C@@H]2SC[C@H]([C@H]2O)O)C=CC1 (2S,3R,4S)-2-((6-((3-bromobenzyl)amino)-2-chloro-9H-purin-9-yl)methyl)tetrahydrothiophene-3,4-diol